glycerol tri(hydroxystearate) OC(C(=O)OCC(OC(C(CCCCCCCCCCCCCCCC)O)=O)COC(C(CCCCCCCCCCCCCCCC)O)=O)CCCCCCCCCCCCCCCC